ClC=1C(=CC2=C([C@@H](C[C@@H](O2)C(=O)NC23CC(C2)(C3)N3N=NC(=C3)CCCCOC(F)(F)F)O)C1)F (2R,4R)-6-chloro-7-fluoro-4-hydroxy-N-(3-{4-[4-(trifluoromethoxy)butyl]-1H-1,2,3-triazol-1-yl}bicyclo[1.1.1]pentan-1-yl)-3,4-dihydro-2H-1-benzopyran-2-carboxamide